(e,z)-1,3,5-undecatriene C=C\C=C\C=C/CCCCC